CC1=NC(=CC(=N1)NC1=CC2=C(C=N1)C(NN2C2=CC(=C(C=C2)N2CCCCC2)OC)=O)C 6-((2,6-dimethylpyrimidin-4-yl)amino)-1-(3-methoxy-4-(piperidin-1-yl)phenyl)-1,2-dihydro-3H-pyrazolo[4,3-c]pyridin-3-one